[N+](#[C-])SC1=CC(C(C=C1)C=CC=1C(=CC(=CC1)S[N+]#[C-])S(=O)(=O)O)S(=O)(=O)O 4,4'-diisocyanothiodihydro-stilbene-2,2'-disulfonic acid